N-[(1S)-1-(dicyclopropylmethyl)-2-[[3-fluoro-1-[2-methoxy-1-[3-(2,2,2-trifluoroethyl)triazol-4-yl]ethyl]pyrazol-4-yl]amino]-2-oxo-ethyl]-4-methyl-1,2,5-oxadiazole-3-carboxamide C1(CC1)C([C@@H](C(=O)NC=1C(=NN(C1)C(COC)C=1N(N=NC1)CC(F)(F)F)F)NC(=O)C1=NON=C1C)C1CC1